C(C)(C)(C)C1(NC2=CC=CC=C2N=C1NC(C)(C)C)N 2,N3-di-tert-butyl-quinoxaline-2,3-diamine